benzyl (R)-4-(methoxy(methyl)carbamoyl)-2,2-dimethyloxazolidine-3-carboxylate CON(C(=O)[C@@H]1N(C(OC1)(C)C)C(=O)OCC1=CC=CC=C1)C